CC=1N=C(NC1)CNC(C1=CC=C(C=C1)C1=NC2=CC=C3C(=C2C=C1)C=NN3)=O N-((4-methyl-1H-imidazol-2-yl)methyl)-4-(3H-pyrazolo[4,3-f]quinolin-7-yl)benzamide